C(C)(C)(C)OC(NCCOC1=CC(=CC=C1)O)=O tert-butyl-N-[2-(3-hydroxyphenoxy)ethyl]carbamate